COS(=O)(=O)O.CN1CC=C(C=C1)C=CC1=C(C=C(C=C1)N(CC)CC)C(C)=O 1-methyl-4-[2-(4-diethylamino-acetylphenyl)vinyl]pyridine methyl-sulfate